benzyl-N-[(6S)-2-(trifluoromethanesulfonyl-oxy)-5,6,7,8-tetrahydroquinolin-6-yl]carbamic acid benzyl ester C(C1=CC=CC=C1)OC(N([C@@H]1CC=2C=CC(=NC2CC1)OS(=O)(=O)C(F)(F)F)CC1=CC=CC=C1)=O